C=1(C(=CC(=CC1)C(=O)OCCCCCCCCCC)C(=O)OCCCCCCCCCC)C(=O)OCCCCCCCCCC tri(decyl) 1,2,4-benzenetricarboxylate